2,4-DIMETHYLOCTA-2,7-DIEN-4-OL CC(C)=CC(CCC=C)(O)C